P(=O)(O)(O)COCCC1=NC(=C2NC=NC2=N1)N 2-(phosphonomethoxy)ethyl-adenine